C(OC(C1=CC=C(C=C1)NC([C@H](CCCNC(=O)N)NC([C@H](C(C)C)NC(CCCCCN1C(C=CC1=O)=O)=O)=O)=O)C1=CC=C(C=C1)[N+](=O)[O-])([O-])=O 4-((S)-2-((S)-2-(6-(2,5-dioxo-2,5-dihydro-1H-pyrrol-1-yl)hexanamido)-3-methylbutanamido)-5-ureidopentanamido)(4-nitrophenyl)benzyl carbonate